ClC=1C=C(C=C(C1)NS(=O)(=O)C)NC(=O)C=1SC(=C(C1)C1=NC=CC=C1)C N-(3-chloro-5-(methylsulfonamido)phenyl)-5-methyl-4-(pyridin-2-yl)thiophene-2-carboxamide